N-(4-(piperidin-1-yl)pyridin-3-yl)imidazo[1,2-b]pyridazine-8-carboxamide N1(CCCCC1)C1=C(C=NC=C1)NC(=O)C=1C=2N(N=CC1)C=CN2